pentaerythritol tetrakis(di-tert-butyl hydroxyhydrocinnamate) C(C)(C)(C)C(C(C(=O)OCC(COC(C(C(C1=CC=CC=C1)C(C)(C)C)(O)C(C)(C)C)=O)(COC(C(C(C1=CC=CC=C1)C(C)(C)C)(O)C(C)(C)C)=O)COC(C(C(C1=CC=CC=C1)C(C)(C)C)(O)C(C)(C)C)=O)(O)C(C)(C)C)C1=CC=CC=C1